2-[3-(6-amino-3-azabicyclo[3.1.0]hex-3-yl)-1,2,4-triazin-6-yl]-5-(1H-pyrazol-4-yl)phenol NC1C2CN(CC12)C=1N=NC(=CN1)C1=C(C=C(C=C1)C=1C=NNC1)O